tert-butyl N-[(9R,10E,13S)-16-carbamoyl-3-(difluoromethyl)-9-methyl-8-oxo-3,4,7-triazatricyclo[12.3.1.02,6]octadeca-1(18),2(6),4,10,14,16-hexaen-13-yl]carbamate C(N)(=O)C=1C=C2[C@H](C/C=C/[C@H](C(NC=3C=NN(C3C(C1)=C2)C(F)F)=O)C)NC(OC(C)(C)C)=O